ethyl 4-(((3R,6S)-1-(2-cyanoacetyl)-6-methylpiperidin-3-yl)amino)-1H-pyrrolo[2,3-b]pyridine-5-carboxylate C(#N)CC(=O)N1C[C@@H](CC[C@@H]1C)NC1=C2C(=NC=C1C(=O)OCC)NC=C2